C(C=C)OC(CC=C)(C)C 4-(allyloxy)-4-methylpent-1-ene